C(C)C1=NC2=C(C=3C(C=C(C(C13)=O)SC1=CC=C(C=C1)C)=O)C(N(C(N2C)=O)C)=O 6-Ethyl-2,4-dimethyl-8-(p-tolylthio)pyrimido[4,5-c]isoquinoline-1,3,7,10(2H,4H)-tetraone